2-(9H-carbazol-2-yl)-N-(2-chloro-5-fluorobenzyl)acetamide C1=C(C=CC=2C3=CC=CC=C3NC12)CC(=O)NCC1=C(C=CC(=C1)F)Cl